pyrrol-5(4H)-one hydrochloride Cl.N1C=CCC1=O